FC1=C2C=CN(C2=C(C=C1)C)C1=NC=CC(=C1)N1CCN(CC1)C 4-fluoro-7-methyl-N-(4-(4-methylpiperazin-1-yl)pyridin-2-yl)-1H-indole